N[C@@H](CCC(=O)O)C(=O)N glutamic-amide